FC1=C(C=CC=C1C(F)(F)F)C=1C(=CC=CC1F)C=O 2',6-difluoro-3'-trifluoromethyl-[1,1'-biphenyl]-2-carbaldehyde